tert-butyl 2-methoxy-7-oxo-5,7-dihydrospiro[cyclopenta[b]pyridine-6,4'-piperidine]-1-carboxylate COC1C=CC2=C(N1C(=O)OC(C)(C)C)C(C1(CCNCC1)C2)=O